BrC1=CC(=C2C(=NC=NC2=C1)NC1=CC2=C(N=CS2)C=C1)OC(CN(C)C)C N-(7-bromo-5-((1-(dimethylamino)propan-2-yl)oxy)quinazolin-4-yl)benzo[d]thiazol-6-amine